5-(1-methyl-1H-1,2,4-triazol-3-yl)-2-{3-[(3S)-3-(propan-2-yl)piperazin-1-yl]-1,2,4-triazin-6-yl}phenol CN1N=C(N=C1)C=1C=CC(=C(C1)O)C1=CN=C(N=N1)N1C[C@@H](NCC1)C(C)C